FC(F)(F)NC1=C(OC2=C(C=CC=C2)C(C(F)(F)F)(C(F)(F)F)C2=C(C=CC=C2)OC2=C(C=CC=C2)NC(F)(F)F)C=CC=C1 bis[{(trifluoromethyl)aminophenoxy}phenyl]hexafluoropropane